tert-butyl 5-methoxy-6-(trifluoromethyl)-2,3-dihydro-1H-pyrrolo[3,2-b]pyridine-1-carboxylate COC1=C(C=C2C(=N1)CCN2C(=O)OC(C)(C)C)C(F)(F)F